1,4-dihydro-2,6-dimethyl-4-(3-nitrophenyl)-5-methoxycarbonyl-3-pyridinecarboxylic acid CC=1NC(=C(C(C1C(=O)O)C1=CC(=CC=C1)[N+](=O)[O-])C(=O)OC)C